N12C[C@H](C(CC1)CC2)OC(N[C@@H]2C(CCC1=CC(=C(C=C21)F)C2=CC(=C(C(=C2)C)OCCC)C)(C)C)=O (S)-quinuclidin-3-yl((R)-6-(3,5-dimethyl-4-propoxyphenyl)-7-fluoro-2,2-dimethyl-1,2,3,4-tetrahydronaphthalen-1-yl)carbamate